(5-(2-(1-((5-bromo-2-nitropyridin-3-yl)oxy)ethyl)-5-fluorophenyl)-3-methyl-(1H-pyrazol-1-yl)methyl)-2,2-dimethyl-2,3-dihydropyrazolo[5,1-b]oxazole BrC=1C=C(C(=NC1)[N+](=O)[O-])OC(C)C1=C(C=C(C=C1)F)C1=CC(=NN1CC1N2C(OC1(C)C)=CC=N2)C